6-(1-ethoxyethenyl)-3-(6-fluoropyridin-3-yl)-2-[4-(4-methyl-1,2,4-triazol-3-yl)piperidin-1-yl]benzonitrile C(C)OC(=C)C1=CC=C(C(=C1C#N)N1CCC(CC1)C1=NN=CN1C)C=1C=NC(=CC1)F